tert-butyl (3R)-3-[5-chloro-6-[2-cyano-3-[[ethyl(methyl)sulfamoyl]amino]-6-fluoro-phenoxy]-4-oxo-quinazolin-3-yl]-1-oxa-8-azaspiro[4.5]decane-8-carboxylate ClC1=C2C(N(C=NC2=CC=C1OC1=C(C(=CC=C1F)NS(N(C)CC)(=O)=O)C#N)[C@H]1COC2(C1)CCN(CC2)C(=O)OC(C)(C)C)=O